C(C)(C)OC=1C=C(C(=O)NC2COC2)C=CC1 3-isopropoxy-N-(oxetan-3-yl)benzAmide